COC(CCN1C=CN=C2C(=C1)C=CC=C2)=O [1,4]benzodiazepine-4-propionic acid methyl ester